1-(3-(5-(5-methyl-1H-indazol-4-yl)benzo[d]oxazol-2-yl)azetidin-1-yl)prop-2-en-1-one CC=1C(=C2C=NNC2=CC1)C=1C=CC2=C(N=C(O2)C2CN(C2)C(C=C)=O)C1